FC(C=1C=C2C(=NC1)N=CO2)(F)F 6-(trifluoromethyl)oxazolo[4,5-b]pyridin